O1C2=C(OCC1)C=C(C=C2)C=2C=C(C=C(C2)C(NCC2=CC=C(C=C2)C)=O)/C=C/C(=O)O (E)-3-(3-(2,3-Dihydrobenzo[b][1,4]dioxin-6-yl)-5-((4-methylbenzyl)carbamoyl)phenyl)acrylic acid